ClC1=C(OC=2C=C(C(=O)OC)C=C(C2)F)C(=CC(=C1)NC(CC1=CC(=CC=C1)S(=O)(=O)C)=O)Cl Methyl 3-(2,6-dichloro-4-(2-(3-(methylsulfonyl)phenyl) Acetamido)phenoxy)-5-fluorobenzoate